C(C)(C)(C)OC(=O)N1C[C@H](CCC1)NC1=NC2=CC=C(C=C2C=N1)C1=C(C(=C(C=C1)N)F)F (S)-3-((6-(4-amino-2,3-difluorophenyl)quinazolin-2-yl)amino)piperidine-1-carboxylic acid tert-butyl ester